OC1=CC(=CC2=C1C(C=CO2)=O)O 5,7-dihydroxy-4H-1-benzopyran-4-on